S(=O)(=O)(ON1[C@@H]2CC[C@H](N(C1=O)C2)C(NS(=O)(=O)C2=CC=C(C=C2)C(F)(F)F)=N)O (2S,5R)-7-Oxo-2-(N-((4-(trifluoromethyl) phenyl) sulfonyl) carbamimidoyl)-1,6-diazabicyclo[3.2.1]octan-6-yl hydrogen sulfate